N-(4-(dimethylamino)benzyl)-4-(2-(p-tolyl)-2H-pyrazolo[3,4-d]pyrimidin-4-yl)piperazine-2-carboxamide CN(C1=CC=C(CNC(=O)C2NCCN(C2)C=2C=3C(N=CN2)=NN(C3)C3=CC=C(C=C3)C)C=C1)C